2,4-di(tert-amyl)phenol C(C)(C)(CC)C1=C(C=CC(=C1)C(C)(C)CC)O